α-[[(3-Fluorocyclobutyl)amino]methyl]-2-pyridinemethanol FC1CC(C1)NCC(O)C1=NC=CC=C1